C1(CC1)C=1C=NN2C1N=C(C=C2NCC2=CC=C(C=C2)C2=NC=CC=C2)N[C@@H]2CNCC2 (S)-3-cyclopropyl-N7-(4-(pyridin-2-yl)benzyl)-N5-(pyrrolidin-3-yl)pyrazolo[1,5-a]pyrimidine-5,7-diamine